N-[4-[5-(trifluoromethyl)-1,2,4-oxadiazol-3-yl]phenyl]cyclopropane-carboxamide FC(C1=NC(=NO1)C1=CC=C(C=C1)NC(=O)C1CC1)(F)F